N1C=C(C2=CC=CC=C12)CCCC(=O)O 4-indole-3-ylbutyric acid